ClC=1C=C2C=C(N(C2=CC1CNC1=NOC=C1)S(=O)(=O)C1=CC=CC=C1)CNC(=O)C1(CC1)C N-((5-chloro-6-((isoxazol-3-ylamino)methyl)-1-(phenylsulfonyl)-1H-indol-2-yl)methyl)-1-methylcyclopropane-1-carboxamide